C(C1=CC=CC=C1)N1CCC2(C[C@@H]2C(=O)N[C@@H](CCCCCC(CC)=O)C=2NC(=CN2)C=2C(=NC3=CC=CC=C3C2)OC)CC1 (S)-6-Benzyl-N-((S)-1-(5-(2-methoxychinolin-3-yl)-1H-imidazol-2-yl)-7-oxononyl)-6-azaspiro[2.5]octan-1-carboxamid